7-(2,2-difluoroethoxy)-1-(4-methoxyphenyl)-3-(2-methyl-2H-indazol-5-yl)-3,4-dihydropteridin-2(1H)-one FC(COC1=CN=C2CN(C(N(C2=N1)C1=CC=C(C=C1)OC)=O)C1=CC2=CN(N=C2C=C1)C)F